C12C3C(OCC3C(CC1)C2)=O 4-oxa-tricyclo[5.2.1.02,6]decan-3-one